C(C=C)(=O)N1CCN(CC1)C=1C=C(C=NC1)C(C(=O)NC=1SC(=CN1)C(F)(F)F)C 2-(5-(4-acryloylpiperazin-1-yl)pyridin-3-yl)-N-(5-(trifluoromethyl)thiazol-2-yl)propionamide